ClC=1C=C(C=CC1F)[C@@H](NC(=O)N1[C@@H](C(NCC1)=O)C)C1CCC(CC1)(F)F (2R)-N-((S)-(3-chloro-4-fluorophenyl)(4,4-difluorocyclohexyl)methyl)-2-methyl-3-oxopiperazine-1-carboxamide